(rac)-1-(5-(4-bromo-3-(methoxymethoxy)benzoyl)-2-(4-isopropylphenyl)-2,3,4,5,5a,6,8,9-octahydro-7H-10-oxa-1,2,5,7-tetraazacycloocta[cd]inden-7-yl)prop-2-en-1-one BrC1=C(C=C(C(=O)N2[C@@H]3C=4C(=NN(C4CC2)C2=CC=C(C=C2)C(C)C)OCCN(C3)C(C=C)=O)C=C1)OCOC |r|